C(=O)O.NCC1=CC(=NC=C1)S(=O)(=O)C[C@H]1N(CC(C1)C1CCCCC1)S(=O)(=O)N1CCS(CC1)(=O)=O 4-(((2S)-2-(((4-(aminomethyl)pyridin-2-yl)sulfonyl)methyl)-4-cyclohexylpyrrolidin-1-yl)sulfonyl)thiomorpholine 1,1-dioxide formate